CC(=O)C=1C=2CCC(C2C=C(C1)C(C)(C)C)(C)C 6-tert.butyl-1,1-di-methyl-4-indanyl methyl ketone